C(C)(C)(C)C1=NN(C(=C1)NC(=O)NC1=C(C=C(C=C1)OC1=CC=NC=C1)F)C1=CC=CC=C1 1-(3-(tert-butyl)-1-phenyl-1H-pyrazol-5-yl)-3-(2-fluoro-4-(pyridin-4-yloxy)phenyl)urea